C1(CC1)C1=NC=NC(=C1C1=NC=C(C(=N1)OCC1=CC=C(C=C1)C=1N(C=C(N1)C(F)(F)F)C)C1=CC=NN1)OC 2-(4-cyclopropyl-6-methoxy-pyrimidin-5-yl)-4-[[4-[1-methyl-4-(trifluoromethyl)imidazol-2-yl]phenyl]methoxy]-5-(1H-pyrazol-5-yl)pyrimidine